4,7-dimethoxy-2-(3,4,5-trifluorophenyl)-1H-benzo[d]imidazole COC1=CC=C(C=2NC(=NC21)C2=CC(=C(C(=C2)F)F)F)OC